6-[(diphenylmethylidene)amino]-3-(6-fluoropyridin-3-yl)-2-[4-(4-methyl-1,2,4-triazol-3-yl)piperidin-1-yl]benzonitrile C1(=CC=CC=C1)C(C1=CC=CC=C1)=NC1=CC=C(C(=C1C#N)N1CCC(CC1)C1=NN=CN1C)C=1C=NC(=CC1)F